FC=1C=CC(=C(C(=O)N(C)C(C)C)C1)OC1=C(N=CN=N1)N1CC2(CN(C2)[C@@H](C(C)C)CCCN(C)CCOC)CC1 (R)-5-fluoro-N-isopropyl-2-((5-(2-(6-((2-methoxyethyl)(methyl)amino)-2-methylhexan-3-yl)-2,6-diazaspiro[3.4]octan-6-yl)-1,2,4-triazin-6-yl)oxy)-N-methylbenzamide